COC=CC=1C(=NNC1)C(=O)[O-] 4-(2-methoxyvinyl)-1H-pyrazole-3-carboxylate